Pyrrolo[1,2-a]Pyrazine hydrochloride Cl.C=1C=2N(C=CN1)C=CC2